ClC1=NN2C(C(=N1)N1CC3=CC=CC=C3C1)=NC=C2C2[C@@H]([C@@H]([C@H](O2)COP(=O)(O)CP(O)(O)=O)O)O [({[(2R,3S,4R,1S)-5-[2-chloro-4-(1,3-dihydroisoindol-2-yl)imidazo[2,1-f][1,2,4]triazin-7-yl]-3,4-dihydroxyoxolan-2-yl]methoxy}(hydroxy)phosphoryl)methyl]phosphonic Acid